benzoyl-DL-lysine C(C1=CC=CC=C1)(=O)N[C@@H](CCCCN)C(=O)O |r|